CC=1C(=CC2=C(N(C(N2)=O)[C@H]2CN(CCC2)C2COC2)C1)C=1C=C(C=2N(C1)N=CN2)C (R)-6-methyl-5-(8-methyl-[1,2,4]triazolo[1,5-a]pyridin-6-yl)-1-(1-(oxetan-3-yl)piperidin-3-yl)-1,3-dihydro-2H-benzo[d]imidazol-2-one